3-(trifluoromethyl)pyridin-2(1H)-one FC(C=1C(NC=CC1)=O)(F)F